perfluorooctanoate potassium salt [K+].FC(C(=O)[O-])(C(C(C(C(C(C(F)(F)F)(F)F)(F)F)(F)F)(F)F)(F)F)F